[Cl-].C1(=C(C(=CC(=C1)C)C)C=1NC=C[NH+]1)C 2-mesityl-imidazolium chloride